4-bromo-2-[[(2-oxo-1,3-dihydro-benzimidazol-5-yl)amino]methyl]benzoic acid methyl ester COC(C1=C(C=C(C=C1)Br)CNC1=CC2=C(NC(N2)=O)C=C1)=O